(RS)-(4-Pyrrolidin-3-yl-phenyl)-carbamic acid 4-fluoro-phenylester FC1=CC=C(C=C1)OC(NC1=CC=C(C=C1)[C@@H]1CNCC1)=O |r|